C(C1=CC=C(C(=O)[O-])C=C1)(=O)OC(=CC=C)C methyl-but-1,3-dien-1-yl terephthalate